5-Methylbenzo[d]oxazole-2-thiol CC=1C=CC2=C(N=C(O2)S)C1